C(C)(C)C1=CC=C(C=C1)C=1N=C2N(C=CC=N2)C1CN1CC2CCC(C1)N2C(=O)C2=NC(=CC=C2)OC (3-{[2-(4-isopropylphenyl)imidazo[1,2-a]pyrimidin-3-yl]methyl}-3,8-diazabicyclo[3.2.1]oct-8-yl)(6-methoxypyridin-2-yl)methanone